The molecule is the aromatic diazonium ion that is diazotised 2-aminobenzoic acid. It has a role as a hapten. It derives from a benzoate. C1=CC=C(C(=C1)C(=O)[O-])[N+]#N